4-(4-chloro-1-((3,3-difluoro-1-methylcyclobutyl)methyl)-3-(1,1-difluoroethyl)-1H-pyrazole-5-carboxamido)-2-(S-methylsulfonimidoyl)pyridine 1-oxide ClC=1C(=NN(C1C(=O)NC1=CC(=[N+](C=C1)[O-])S(=O)(=N)C)CC1(CC(C1)(F)F)C)C(C)(F)F